(R)-1-(3-hydroxyphenyl)-2-(methylamino)ethyl-2-(4-isobutylphenyl)propanoic acid ethyl ester C(C)OC([C@@](C)(C1=CC=C(C=C1)CC(C)C)C(CNC)C1=CC(=CC=C1)O)=O